1-(1-methyl-1H-imidazo[4,5-c]pyridin-4-yl)-N4-(2-(trifluoromethyl)imidazo[1,2-a]pyridin-5-yl)cyclohexane-1,4-diamine CN1C=NC=2C(=NC=CC21)C2(CCC(CC2)NC2=CC=CC=1N2C=C(N1)C(F)(F)F)N